benzyl-dimethyl-phenyl-ammonium propionate C(CC)(=O)[O-].C(C1=CC=CC=C1)[N+](C1=CC=CC=C1)(C)C